[Si](C)(C)(C(C)(C)C)OCCCCOC1=C(CN2N=CC=3C2=NC(=NC3)C=3C(=NC=NC3OC)C3CC3)C=CC(=C1)C=1N(C=C(N1)C(F)(F)F)C(C)C 1-(2-(4-((tert-butyldimethylsilyl)oxy)butoxy)-4-(1-isopropyl-4-(trifluoromethyl)-1H-imidazol-2-yl)benzyl)-6-(4-cyclopropyl-6-methoxypyrimidin-5-yl)-1H-pyrazolo[3,4-d]pyrimidine